[2-(trimethylsilyl)ethynyl]-1H-pyrazolo[3,4-b]pyridine C[Si](C#CN1N=CC=2C1=NC=CC2)(C)C